3-(2-(tetrahydro-2H-pyran-2-yloxy)ethyl)benzofuran tert-butyl-(R)-(5-hydroxypentan-2-yl)carbamate C(C)(C)(C)N(C(O)=O)[C@H](C)CCCO.O1C(CCCC1)OCCC1=COC2=C1C=CC=C2